ClC1=C(C=C2C=C(N=CC2=C1)NC(=O)C=1N=C(OC1)C)C1CCN(CC1)C1COC1 N-(7-chloro-6-(1-(oxetan-3-yl)piperidin-4-yl)isoquinolin-3-yl)-2-methyloxazole-4-carboxamide